m-xylene-α,α'-dithiol C1(=CC(=CC=C1)CS)CS